C(CCCCCCCCCCCCCCCCC)C(C1=C(C(=CC(=C1)C)C(C)(C)C)O)C1=C(C(=CC(=C1)C)C(C)(C)C)O stearyl-2,2'-methylenebis(4-methyl-6-tert-butylphenol)